BrC=1C=C(C(=O)NNC(=O)N2[C@@H](CCC2)C(=O)NC=2C=NC=CC2)C=CC1 (S)-1-(2-(3-bromobenzoyl)hydrazinecarbonyl)-N-(pyridin-3-yl)pyrrolidine-2-carboxamide